1-[2-[[4-(6-chloro-1H-indazol-4-yl)triazol-1-yl]methyl]imidazo[1,2-a]pyridin-6-yl]-N-(cyclobutylmethyl)methanamine ClC1=CC(=C2C=NNC2=C1)C=1N=NN(C1)CC=1N=C2N(C=C(C=C2)CNCC2CCC2)C1